CC(=C)C1=C(C=CC=C1)CC alpha-methyl-o-ethylstyrene